4-oxopiperidin-1-carboxylic acid tert-butyl ester C(C)(C)(C)OC(=O)N1CCC(CC1)=O